ClC1=C(C=CC(=C1)Cl)C(C)O 2,4-dichlorophenyl-ethanol